C(#N)C1=CC=C(C=C1)NC(CCC1CCCC1)=O N-(4-cyanophenyl)-3-cyclopentylpropanamide